BrCOC1=NNC2=CC=CC=C12 bromomethoxyazaindole